CC(CCCC)C1=C(C=C)C=CC=C1 o-1-methylpentyl-styrene